C[C@@H]1[C@H]([C@@H]([C@H]([C@@H](O1)O[C@@H]2[C@H](O[C@H]([C@@H]([C@H]2O)NC(=O)C)O[C@@H]3[C@H]([C@]([C@H](O[C@@H]3OP(=O)(O)OC[C@H](C(=O)O)OC/C=C(\\C)/CC/C=C/C(C)(C)CCC(=C)C/C=C(\\C)/CCC=C(C)C)C(=O)O)(C)O)OC(=O)N)CO[C@H]4[C@@H]([C@H]([C@@H]([C@H](O4)CO)O)O)O)NC(=O)C)O)O[C@H]5[C@@H]([C@H]([C@H]([C@H](O5)C(=O)NC6=C(CCC6=O)O)O)O)O The molecule is a glycophospholipid antibiotic compound with the lipid portion conjugated to a pentasaccharide fraction via a phosphate linkage. It has a role as an antimicrobial agent.